tert-butyl 5-bromo-3-oxo-1-{[2-(trimethylsilyl) ethoxy] methyl}-2,3-dihydro-1H-isoindole-2-carboxylate BrC=1C=C2C(N(C(C2=CC1)COCC[Si](C)(C)C)C(=O)OC(C)(C)C)=O